2-((8-amino-7-fluoro-6-(4-methylpyridin-3-yl)isoquinolin-3-yl)amino)-6-(2-hydroxy-2-methylpropyl)-5,6-dihydro-4H-pyrazolo[1,5-d][1,4]diazepin-7(8H)-one NC=1C(=C(C=C2C=C(N=CC12)NC1=NN2CC(N(CCC2=C1)CC(C)(C)O)=O)C=1C=NC=CC1C)F